magnesium nervonate C(CCCCCCCCCCCCC\C=C/CCCCCCCC)(=O)[O-].[Mg+2].C(CCCCCCCCCCCCC\C=C/CCCCCCCC)(=O)[O-]